C1(CC1)N1C=C(C(C2=CC(=C(C=C12)N1CCNCC1)F)=O)C(=O)NCC1=CC(=CC(=C1)Cl)Cl 1-cyclopropyl-N-(3,5-dichlorobenzyl)-6-fluoro-4-oxo-7-(1-piperazinyl)-1,4-dihydroquinoline-3-carboxamide